OC1C(=O)NCCCC1 alpha-hydroxy-epsilon-caprolactam